dimethyl(((3S,5R)-5-(5-methyl-1H-pyrazol-4-yl)-1-(2-(6-(trifluoromethyl)imidazo[1,2-a]pyridin-3-yl)pyrimidin-4-yl)piperidin-3-yl)imino)-λ6-sulfanone CS(=O)(=N[C@@H]1CN(C[C@H](C1)C=1C=NNC1C)C1=NC(=NC=C1)C1=CN=C2N1C=C(C=C2)C(F)(F)F)C